(1S,3R,4S,5R)-3-((5-chloro-4-(2-(2,2-difluorocyclopropyl)-4-fluoro-1-isopropyl-1H-benzo[d]imidazol-6-yl)pyrimidin-2-yl)amino)-6,8-dioxabicyclo[3.2.1]octan-4-ol ClC=1C(=NC(=NC1)N[C@@H]1C[C@H]2CO[C@@H]([C@H]1O)O2)C=2C=C(C1=C(N(C(=N1)C1C(C1)(F)F)C(C)C)C2)F